BrC=1C=C(C=NC1)C=1N=NN(C1)CC=1N=C2N(C=C(C=C2)C=O)C1 2-((4-(5-bromopyridin-3-yl)-1H-1,2,3-triazol-1-yl)methyl)imidazo[1,2-a]pyridin-6-formaldehyde